C(C)(CCC)NC1(CCCCC1)NC(C)CCC N,N'-di-sec-amylcyclohexanediamine